FC(C)(F)C1=NC(=NC(=C1)OC)N1N=C(C=2C=NC(=CC21)NC(C)=O)N2CC(CC2)N(C)C N-(1-(4-(1,1-difluoroethyl)-6-methoxypyrimidin-2-yl)-3-(3-(dimethylamino)pyrrolidin-1-yl)-1H-pyrazolo[4,3-c]pyridin-6-yl)acetamide